S(=O)(=O)(O)O.FS(=O)(=O)N1C=NC=C1 1-(fluorosulfonyl)-1H-imidazole hydrogen sulfate